(E)-4-((2-(2,6-dioxopiperidin-3-yl)-1,3-dioxoisoindolin-5-yl)amino)-N-(4-(2-((4-(2-(3-methylbenzylidene)hydrazino)-6-morpholinopyrimidin-2-yl)oxy)ethyl)phenyl)butanamide O=C1NC(CCC1N1C(C2=CC=C(C=C2C1=O)NCCCC(=O)NC1=CC=C(C=C1)CCOC1=NC(=CC(=N1)N/N=C/C1=CC(=CC=C1)C)N1CCOCC1)=O)=O